ClC=1C=C2CC(NC2=CC1)=O 5-chloro-2-oxo-1H-indol